CS(=O)(=O)/C=C/[C@H](C)NC(=O)C=1C(=NC(=NC1)C1COCCC1)OC1=CC=CC=C1 N-((S,E)-4-(methylsulfonyl)but-3-en-2-yl)-4-phenoxy-2-(tetrahydro-2H-pyran-3-yl)pyrimidine-5-carboxamide